[Br-].CC1=CC=[N+](C=C1)CCN1CCOCC1 4-methyl-1-(2-morpholin-4-yl-ethyl)-pyridinium bromide